(6-chloro-4-{hexahydro-1H-cyclopenta[c]pyrrol-2-yl}pyridazin-3-yl)methanamine ClC1=CC(=C(N=N1)CN)N1CC2C(C1)CCC2